C1(CCC1)C(=O)N1C(C(CC1)NS(=O)(=O)CC)CC1=C(C(=CC=C1)C#CC1CC1)F N-(1-(cyclobutanecarbonyl)-2-(3-(cyclopropylethynyl)-2-fluorobenzyl)pyrrolidin-3-yl)ethanesulfonamide